COC=1C=C(C=CC1N1CCC(CC1)N1CCN(CC1)C)NC=1N=C(C2=C(N1)NC=C2)NC=2C=CC=C1CCN(C21)S(=O)(=O)C N2-(3-methoxy-4-(4-(4-methylpiperazin-1-yl)piperidin-1-yl)phenyl)-N4-(1-(methylsulfonyl)indolin-7-yl)-7H-pyrrolo[2,3-d]pyrimidine-2,4-diamine